[14CH](=O)N [14C]Formamide